2-Methyl-5-phenylpentan-2-ol CC(C)(CCCC1=CC=CC=C1)O